CC=1C=CC=C2C(CCNC12)=O 8-methyl-2,3-dihydro-1H-quinolin-4-one